CC1(OC2=C(C1=O)C=CC(=C2)NC2=NC=C(C(=N2)N[C@H](CO)C2=CC=CC=C2)C(=O)NC)C (S)-2-((2,2-dimethyl-3-oxo-2,3-dihydrobenzofuran-6-yl)amino)-4-((2-hydroxy-1-phenylethyl)amino)-N-methylpyrimidine-5-carboxamide